4-((2-amino-9-((2R,3R,5S)-3-hydroxy-5-(hydroxymethyl)tetrahydrofuran-2-yl)-8-oxo-8,9-dihydro-7H-purin-7-yl)methyl)thiophene-2-carboxylic acid methyl ester COC(=O)C=1SC=C(C1)CN1C(N(C2=NC(=NC=C12)N)[C@@H]1O[C@@H](C[C@H]1O)CO)=O